COC(C(OC)OC1=C(C=CC=C1)OC1=NC(=C(C=C1Cl)F)N1C(N(C(=CC1=O)C(F)(F)F)C)=O)=O 2-[2-[[3-chloro-5-fluoro-6-[3-methyl-2,6-dioxo-4-trifluoromethylpyrimidin-1-yl]-2-pyridinyl]oxy]phenoxy]-2-methoxyacetic acid methyl ester